(cis)-2-(3-fluoro-4-((cis)-4-hydroxypyrrolidin-2-yl)phenyl)-N-(3-(4-fluoropiperidin-1-yl)propyl)-6-methoxybenzo[d]imidazo[2,1-b]thiazole-7-carboxamide dihydrochloride Cl.Cl.FC=1C=C(C=CC1[C@@H]1NC[C@@H](C1)O)C=1N=C2SC3=C(N2C1)C=C(C(=C3)C(=O)NCCCN3CCC(CC3)F)OC